bis-(2,6-di-t-butyl-4-methylphenyl)pentaerythritol diphosphite OP(O)OP(O)O.C(C)(C)(C)C1=C(C(=CC(=C1)C)C(C)(C)C)C(O)(C(CO)(CO)CO)C1=C(C=C(C=C1C(C)(C)C)C)C(C)(C)C